Dihexyl Carbonate C(OCCCCCC)(OCCCCCC)=O